COC(C1=C(C(=CC(=C1)NC1=NN(C=C1C(N)=O)[C@@H]1COCC[C@H]1C#N)C)B1OCC(CO1)(C)C)=O.OC(C)N1CCN(CC1)CCN 1-hydroxyethyl-4-(2-aminoethyl)piperazine methyl-5-[[4-carbamoyl-1-(trans-4-cyanotetrahydro-2H-pyran-3-yl)pyrazol-3-yl]amino]-2-(5,5-dimethyl-1,3,2-dioxaborinan-2-yl)-3-methyl-benzoate